guanidine phenyl-phosphonate salt C1(=CC=CC=C1)P(O)(O)=O.NC(=N)N